(S)-8-(4-((3R,4S)-7-hydroxy-3-phenylchroman-4-yl)phenyl)-1-oxa-8-azaspiro[4.5]decane-3-carbaldehyde OC1=CC=C2[C@@H]([C@@H](COC2=C1)C1=CC=CC=C1)C1=CC=C(C=C1)N1CCC2(C[C@@H](CO2)C=O)CC1